diphenyl-2-butyne-1,4-diol dicarbonate C(=O)(O)OC(=O)O.C1(=CC=CC=C1)C(C#CC(O)C1=CC=CC=C1)O